[S].[Cl-].C(C=C)[N+](C)(C)CC=C diallyldimethyl-ammonium chloride sulfur